ClC1=NC=C(C(=N1)NC1=C(C(=CC=C1)C1=NN(C(=C1)P(=O)(C1CC1)C1CC1)C)OC)C(=O)N Chloro-4-((3-(5-(dicyclopropylphosphoryl)-1-methyl-1H-pyrazol-3-yl)-2-methoxyphenyl)amino)pyrimidine-5-carboxamide